C(Cl)(Cl)Cl trichloroform